S1C(=NC2=C1C=CC=C2)NC(=O)C=2C=CC=C1CCN(CC21)C2=CC=C(C(=N2)C(=O)O)C2=C(C(=CC=C2)N(C(=O)C21CC3CC(CC(C2)C3)C1)C)C 6-[8-(1,3-benzothiazol-2-ylcarbamoyl)-3,4-dihydroisoquinolin-2(1H)-yl]-3-(2-methyl-3-{methyl[tricyclo[3.3.1.13,7]dec-1-ylcarbonyl]amino}phenyl)pyridine-2-carboxylic acid